O1C=C(C=C1)C1=C(C(C2=CC(=CC=C12)OCCOC1=CC=C(C=C1)OC)=O)C=1C=NC=CC1 (furan-3-yl)-6-(2-(4-methoxyphenoxy)ethoxy)-2-(pyridin-3-yl)-1H-inden-1-one